1-BOC-3-TRIFLUOROMETHYLPYRAZOLE-5-BORONIC ACID C(=O)(OC(C)(C)C)N1N=C(C=C1B(O)O)C(F)(F)F